COC(=O)C=1SC=C(C1C(=O)OC)NC(NC1=C(C=C(C(=C1)OC1CCOC2=C1C(=C(C=C2)F)F)OC)F)=O 4-[({5-[(5,6-difluoro-3,4-dihydro-2H-1-benzopyran-4-yl)oxy]-2-fluoro-4-methoxyphenyl}carbamoyl)amino]thiophene-2,3-dicarboxylic acid dimethyl ester